tert-butyl [(1R)-1-(4-bromo-3,5-diethoxy-2-methylphenyl)ethyl]carbamate BrC1=C(C(=C(C=C1OCC)[C@@H](C)NC(OC(C)(C)C)=O)C)OCC